Ethyl 2-(benzylamino)pyrimidine-5-carboxylate C(C1=CC=CC=C1)NC1=NC=C(C=N1)C(=O)OCC